(S,Z)-4-(2-(1-Ethyl-3-(trifluoromethyl)-1H-pyrazol-4-yl)phenyl)-6-(4,4,4-trifluoro-3-methylbut-2-enoyl)-4,5,6,7-tetrahydrothieno[2,3-c]pyridine-2-carbonitrile C(C)N1N=C(C(=C1)C1=C(C=CC=C1)[C@H]1C2=C(CN(C1)C(\C=C(/C(F)(F)F)\C)=O)SC(=C2)C#N)C(F)(F)F